C1(CCC1)OC1=CN=CC(=N1)C1=CC(=C(OCCCC(=O)O)C(=C1)F)F 4-[4-[6-(Cyclobutoxy)pyrazin-2-yl]-2,6-difluoro-phenoxy]butanoic acid